(Sa)-6-(1-(4-(1H-Pyrazol-1-yl)benzyl)-4-chloro-1H-indazol-7-carboxamido)spiro[3.3]-heptan N1(N=CC=C1)C1=CC=C(CN2N=CC3=C(C=CC(=C23)C(=O)NC2CC3(CCC3)C2)Cl)C=C1